C(CCCCCCCC\C=C\CC\C=C\C)=O (E,E)-10,14-Hexadecadienal